3-cyclohexyl-2-(ethoxycarbonyl)-3-methylbutanoic acid C1(CCCCC1)C(C(C(=O)O)C(=O)OCC)(C)C